FC=1C(=C(C=CC1)NC=1C(=NN2C1C(NCC2)=O)C2=C1C(=NC=C2)C=C(S1)C)OC 3-[(3-fluoro-2-methoxyphenyl)amino]-2-[2-methylthieno[3,2-b]pyridin-7-yl]-5H,6H,7H-pyrazolo[1,5-a]pyrazin-4-one